CC1=CC=CC(=N1)C1=NC=CC(=N1)NC1=NC(=NC=C1)NC1=CC=C(C=C1)N1C(CNCC1)CC(=O)OC methyl 2-[1-[4-[[4-[[2-(6-methyl-2-pyridyl)pyrimidin-4-yl]amino]pyrimidin-2-yl]amino]phenyl]piperazin-2-yl]acetate